3'-nitro-6',8'-dihydro-5'H-spiro[cyclopentane-1,7'-quinoline] [N+](=O)([O-])C=1C=NC=2CC3(CCC2C1)CCCC3